2-(6-(((1S,4S,5S,6R)-6-fluoro-1,2-dimethyl-2-azabicyclo[2.2.2]octan-5-yl)oxy)pyridazin-3-yl)-5-(1H-imidazol-1-yl)phenol F[C@H]1[C@H]([C@@H]2CN([C@]1(CC2)C)C)OC2=CC=C(N=N2)C2=C(C=C(C=C2)N2C=NC=C2)O